2-[1-[2-chloro-4-(2,4-dioxohexahydropyrimidin-1-yl)phenyl]-4-hydroxy-4-piperidyl]acetic acid ClC1=C(C=CC(=C1)N1C(NC(CC1)=O)=O)N1CCC(CC1)(O)CC(=O)O